acrylic acid-2-sulfoethyl ester S(=O)(=O)(O)CCOC(C=C)=O